FC(OC1=CC=CC=2C(N([C@H]3C=4N([C@@H](C21)C3)C3=C(N4)C=CC(=C3)C#CCOCC(C)O)C([2H])([2H])[2H])=O)F (7R,14R)-1-(difluoromethoxy)-11-(3-(2-hydroxypropoxy)prop-1-yn-1-yl)-6-(methyl-d3)-6,7-dihydro-7,14-methanobenzo[f]benzo[4,5]imidazo[1,2-a][1,4]diazocin-5(14H)-one